Potassium ethylene oxide C1CO1.[K]